P(=O)(O[SiH2]C=C(C)C)(O[SiH2]C=C(C)C)O[SiH2]C=C(C)C tri(dimethylvinylsilyl) phosphate